P(F)(F)(F)(F)Cl Phosphorus monochloride tetrafluoride